C(C)OC(=O)C=1C(=NN2C1OCC(C2)CSC)C2=C(C=CC=C2)F 2-(2-fluorophenyl)-6-(methylsulfanyl-methyl)-6,7-dihydro-5H-pyrazolo[5,1-b][1,3]oxazine-3-carboxylic acid ethyl ester